2-bromo-3,5,6-trifluorobenzenesulfonyl chloride BrC1=C(C(=C(C=C1F)F)F)S(=O)(=O)Cl